4-((4-(benzyloxy)pyridin-2-yl)(hydroxy)methyl)piperidine-1,4-dicarboxylic acid 1-tert-butyl ester 4-ethyl ester C(C)OC(=O)C1(CCN(CC1)C(=O)OC(C)(C)C)C(O)C1=NC=CC(=C1)OCC1=CC=CC=C1